C(C=C)N1N(C2=NC(=CC=C2C1=O)NC1=NC=C(C(=C1)N[C@H](CO)C1=CC=CC=C1)C1=NC(=NO1)C1CCN(CC1)C)C (S)-2-allyl-6-((4-((2-hydroxy-1-phenylethyl)amino)-5-(3-(1-methylpiperidin-4-yl)-1,2,4-oxadiazol-5-yl)pyridin-2-yl)amino)-1-methyl-1,2-dihydro-3H-pyrazolo[3,4-b]pyridin-3-one